(1E,2E)-2-(2-(3-fluorophenyl)hydrazono)acetaldoxime FC=1C=C(C=CC1)N\N=C\C=N\O